COC=1C=C(C=NC1)C1=CC=C(C=C1)CN(C1=CC(=NC=2N1N=C(C2C=2C(=CC(=NC2)N(C)C)C)C)C)C 5-[7-({[4-(5-methoxypyridin-3-yl)phenyl]methyl}(methyl)amino)-2,5-dimethylpyrazolo[1,5-a]pyrimidin-3-yl]-N,N,4-trimethylpyridin-2-amine